2-Chloro-N4-(4-chloro-3-nitrophenyl)-5-methylpyrimidin-4-amine ClC1=NC=C(C(=N1)NC1=CC(=C(C=C1)Cl)[N+](=O)[O-])C